methyl 3-(3-(6-((tert-butoxycarbonyl) amino) pyridin-2-yl)-phenyl)-2,2-dimethylpropionate C(C)(C)(C)OC(=O)NC1=CC=CC(=N1)C=1C=C(C=CC1)CC(C(=O)OC)(C)C